C(C1=CC=CC=C1)N[C@H](CS)C(=O)O (S)-(benzyl)-D-cysteine